C(C)OC(C(C)C=1CC(C=CC1)(C1=CC=C(C=C1)[N+](=O)[O-])C1=C2CCN(CC2=CC=C1)C(C1=CC=C(C=C1)[N+](=O)[O-])=O)=O 3-(2-(4-nitrobenzoyl)-1,2,3,4-tetrahydroisoquinolin-5-yl)-3-(4-nitrophenyl)phenylpropionic acid ethyl ester